5-chloro-4-iodo-isothiazolo[5,4-c]pyridin-3-one ClC=1C(=C2C(=CN1)SNC2=O)I